C(C)(C)(C)NC(=O)N1CCC(CC1)N1N=CC(=C1)NC1=NC=C(C(=N1)C1=CC=C(C=C1)C(NCC#N)=O)C N-(tert-butyl)-4-(4-((4-(4-((cyanomethyl)carbamoyl)phenyl)-5-methylpyrimidin-2-yl)amino)-1H-pyrazol-1-yl)piperidine-1-carboxamide